O=C1NC(CCC1C1=NN(C2=CC(=CC=C12)N1C[C@@H](N([C@H](C1)C)C(=O)OC(C)(C)C)C)C)=O.C(C=C)(=O)NCCNC(C=C)=O N,N'-diacryloyl ethylenediamine tert-Butyl (2S,6S)-4-(3-(2,6-dioxopiperidin-3-yl)-1-methyl-1H-indazol-6-yl)-2,6-dimethylpiperazine-1-carboxylate